(4-Bromo-5,6,7,9-tetrahydro-8H-pyrido[3,4-c]azepin-8-yl)(1-methyl-1H-pyrazol-4-yl)methanone BrC1=CN=CC=2CN(CCCC21)C(=O)C=2C=NN(C2)C